C(CCCCCCCCCCCCCCC)(=O)N[C@H](C(=O)O)CC (2S)-2-palmitoylaminobutanoic acid